5-[(2,2-difluoroethyl)amino]-N-[(1s,4s)-4-{[2-(difluoromethyl)imidazo[1,2-a]pyridin-5-yl]amino}cyclohexyl]-1H-pyrazole-4-carboxamide FC(CNC1=C(C=NN1)C(=O)NC1CCC(CC1)NC1=CC=CC=2N1C=C(N2)C(F)F)F